Cl.N[C@H]1C[C@@H](CC1)OC1=CC=C(C=C1C1=C(C(=CC=C1)F)C1CCC1)C(C(=O)NS(=O)(=O)CC)(C)C 2-(6-{[(1R,3R)-3-aminocyclopentyl]oxy}-2'-cyclobutyl-3'-fluoro[1,1'-biphenyl]-3-yl)-N-(ethanesulfonyl)-2-methylpropanamide hydrochloride